C(C)N(CC)C1=CC=C2C=C(COC2=C1)C=O 7-(N,N-diethylamino)-2H-chromen-3-aldehyde